ethyl (7S)-7-[4-(2-nitrobenzene-1-sulfonyl)piperazin-1-yl]-2-{4-[2-(trifluoromethoxy)phenoxy]phenyl}-4,5,6,7-tetrahydro-2H-pyrazolo[4,3-b]pyridine-3-carboxylate [N+](=O)([O-])C1=C(C=CC=C1)S(=O)(=O)N1CCN(CC1)[C@@H]1C=2C(NCC1)=C(N(N2)C2=CC=C(C=C2)OC2=C(C=CC=C2)OC(F)(F)F)C(=O)OCC